ClC=1C=C2C=C(C(NC2=CC1)=O)CNC=1C(N(C(=CC1)C(F)(F)F)C)=O 6-chloro-3-({[1-methyl-2-oxo-6-(trifluoromethyl)-1,2-dihydropyridin-3-yl]amino}methyl)-1,2-dihydroquinolin-2-one